2-Phenyl-N-{6-[1-(6-phenylacetylamino-pyridazin-3-yl)-piperidin-4-yloxy]-pyridazin-3-yl}-acetamide C1(=CC=CC=C1)CC(=O)NC=1N=NC(=CC1)OC1CCN(CC1)C=1N=NC(=CC1)NC(CC1=CC=CC=C1)=O